C(C)(=O)N1C(C(NC(C1)=O)=CC=1N=CN(C1C(C)C)CCCO[Si](C)(C)C(C)(C)C)=O 1-acetyl-3-((5-(isopropyl)-1-(tert-butyldimethylsilyloxy-propyl)-imidazol-4-yl)methylene)piperazine-2,5-dione